C[C@@H]1CN(C[C@@H](N1)C)C1=CC(=CC(=N1)CNC1=C2C(=NC=C1C#N)NC=C2C2CCOCC2)C(F)(F)F 4-(((6-((3R,5S)-3,5-Dimethylpiperazin-1-yl)-4-(trifluoromethyl)pyridin-2-yl)methyl)amino)-3-(tetrahydro-2H-pyran-4-yl)-1H-pyrrolo[2,3-b]pyridine-5-carbonitrile